Trichloro ethylene Benzyl 1-[4-[(2,6-dioxo-3-piperidyl) amino]-2-fluoro-phenyl]-4-hydroxy-piperidine-4-carboxylate O=C1NC(CCC1NC1=CC(=C(C=C1)N1CCC(CC1)(C(=O)OCC1=CC=CC=C1)O)F)=O.ClC=C(Cl)Cl